Cl.FC(CN[C@@H]1CC[C@H](CC1)N)(F)F trans-N-(2,2,2-trifluoroethyl)cyclohexane-1,4-diamine hydrochloride